tert-butyl 3-[(cyclopropylamino)methyl]azetidine-1-carboxylate maleate C(\C=C/C(=O)O)(=O)O.C1(CC1)NCC1CN(C1)C(=O)OC(C)(C)C